C(CC(C)C)NC1=NC=C(C=O)C=C1[N+](=O)[O-] 6-(ISOPENTYLAMINO)-5-NITRONICOTINALDEHYDE